3-(5-chloro-2-phenyl-1H-indol-3-yl)propionic acid ClC=1C=C2C(=C(NC2=CC1)C1=CC=CC=C1)CCC(=O)O